C1(=CC=CC=C1)P(C1=CC2C(C=3C(C4=CC=CC(=C4OC13)P(C1=CC=CC=C1)C1=CC=CC=C1)(C)C)O2)C2=CC=CC=C2 4,5-bis(diphenylphosphino)-9,9-dimethylxanthene oxide